C[C@@H]1N(C[C@H](NC1)C)C=1C2=C(N=CN1)NC=C2CC(F)(F)F 4-((2S,5R)-2,5-dimethylpiperazin-1-yl)-5-(2,2,2-trifluoroethyl)-7H-pyrrolo[2,3-d]pyrimidine